1-chloro-3-(1-(5-chloro-3-(6-chloropyridin-3-yl)-2-ethoxy-4-methylphenyl)ethyl)imidazo[1,5-a]pyrazin-8-amine ClC=1N=C(N2C1C(=NC=C2)N)C(C)C2=C(C(=C(C(=C2)Cl)C)C=2C=NC(=CC2)Cl)OCC